N12CCC(C(CC1)CC2)OC(NC(C)(C)C2=CC(=CC=C2)OC2=CC(=CC=C2)C(N(C)C)=O)=O 2-(3-(3-(dimethylcarbamoyl)phenoxy)phenyl)propan-2-ylcarbamic acid 1-aza-bicyclo[3.2.2]non-4-yl ester